N-{[4-(1,3-dimethyl-1H-pyrazol-5-yl)-2,5-dioxoimidazolidin-4-yl]methyl}-4'-(trifluoromethyl)[biphenyl]-2-carboxamide CN1N=C(C=C1C1(NC(NC1=O)=O)CNC(=O)C=1C(=CC=CC1)C1=CC=C(C=C1)C(F)(F)F)C